C(C)(C)(C)OC(=O)N[C@@H]1CC[C@H](CC1)CCN1CCN(CC1)C1=C(C(=CC=C1)Cl)Cl trans-N-tert-butyloxycarbonyl-4-{2-[4-(2,3-dichlorophenyl)-piperazin-1-yl]-ethyl}-cyclohexylamine